FC1(CCC(CC1)[C@H](NC(=O)C1=NON=C1C)C=1N=C2N(N=CC(=N2)C2(CC(C2)(C)O)C(NCC(C)(F)F)=O)C1)F N-[(S)-(4,4-Difluorocyclohexyl){3-[1-(2,2-difluoropropylcarbamoyl)-3-hydroxy-3-methylcyclobutyl]imidazo[1,2-b][1,2,4]triazin-6-yl}methyl]-4-methyl-1,2,5-oxadiazole-3-carboxamide